1-benzyl-6-((4-methoxybenzyl)thio)-1H-benzo[d][1,2,3]triazole C(C1=CC=CC=C1)N1N=NC2=C1C=C(C=C2)SCC2=CC=C(C=C2)OC